C(C)(C)(C)OC(=O)N1C(=CC2=CC=CC(=C12)Br)CCNC(=O)OC(C)(C)C 2-(((tert-butoxycarbonyl)amino)ethyl)-7-bromo-1H-indole-1-carboxylic acid tert-butyl ester